2-(2-oxo-2-phenyl-ethyl)-isoindole-1,3-dione O=C(CN1C(C2=CC=CC=C2C1=O)=O)C1=CC=CC=C1